C(C)N1C=CC2=C(C=CC=C12)C=NN/C(/N)=N/[H] (E)-2-((1-ethyl-1H-indol-4-yl)methylene)hydrazine-1-carboximidamide